4-(5-(cyclopropylmethyl)-1-methyl-1H-pyrazol-4-yl)-N-((1r,4r)-4-(piperidin-1-yl)cyclohexyl)pyrimidin-2-amine C1(CC1)CC1=C(C=NN1C)C1=NC(=NC=C1)NC1CCC(CC1)N1CCCCC1